Cl.C(C)N(CCN)CC N,N-diethyl-ethylenediamine hydrochloride